(5-(5-(cyclopropylmethoxy)benzo[d]oxazol-2-yl)-8-((methyl-d3)amino)-2,7-naphthyridin-3-yl)cyclopropanecarboxamide C1(CC1)COC=1C=CC2=C(N=C(O2)C2=C3C=C(N=CC3=C(N=C2)NC([2H])([2H])[2H])C2(CC2)C(=O)N)C1